CC1=CC(=CC2=C1C=CS2)C 4,6-dimethyl-benzothiophene